NC1=C(C=CC=C1)OCCOC1=C(C=CC=C1)N ethylene glycol bis(2-aminophenyl) ether